C[C@]1(C[C@]2(CN(C(O2)=O)C2=NC=C(C=N2)C(F)(F)F)CCC1)CN1C=NC2=C1C=C(C=C2)C#N 1-(((5s,7s)-7-methyl-2-oxo-3-(5-(trifluoromethyl)pyrimidin-2-yl)-1-oxa-3-azaspiro[4.5]decan-7-yl)methyl)-1H-benzo[d]imidazole-6-carbonitrile